L-alpha-t-Butylglycine C(C)(C)(C)[C@H](N)C(=O)O